(1-(2-chloro-4-((methylamino)methyl)phenyl)-2-methyl-1H-imidazol-4-yl)-2-((1-(methylsulfonyl)piperidin-4-yl)amino)pyrimidine-5-carbonitrile ClC1=C(C=CC(=C1)CNC)N1C(=NC(=C1)C1=NC(=NC=C1C#N)NC1CCN(CC1)S(=O)(=O)C)C